1,5-NaphthaleneDiol tert-Butyl-(R)-3-(4-amino-7-(1H-pyrazol-3-yl)-1H-imidazo[4,5-c]quinolin-2-yl)piperidine-1-carboxylate C(C)(C)(C)[C@@H]1N(CCCC1C=1NC2=C(C(=NC=3C=C(C=CC23)C2=NNC=C2)N)N1)C(=O)OC1=CC=CC=2C(=CC=CC12)O